Cl.ClC=1C=C2C(=CC1)NC([C@@]21CN[C@@H](C1)C(=O)OC)=O methyl (3R,5'S)-5-chloro-2-oxospiro[indoline-3,3'-pyrrolidine]-5'-carboxylate hydrochloride